2-pentenylpiperidine C(=CCCC)C1NCCCC1